N-[(2-Amino-4-pyridyl)sulfonyl]-6-tert-butyl-2-(2,4,6-trimethylphenoxy)pyridin-3-carboxamid NC1=NC=CC(=C1)S(=O)(=O)NC(=O)C=1C(=NC(=CC1)C(C)(C)C)OC1=C(C=C(C=C1C)C)C